(2Z)-2-bromo-3-(dimethylamino)prop-2-enal Br\C(\C=O)=C/N(C)C